C(C)(C)NC(OCC1CC(C1)C1=CC(=NN1)NC(=O)C1=CC(=NN1C)COCC)=O ((1s,3s)-3-(3-(3-(ethoxymethyl)-1-methyl-1H-pyrazole-5-carboxamido)-1H-pyrazol-5-yl)cyclobutyl)methyl isopropylcarbamate